2-amino-3,5-dibromo-4-fluorobenzonitrile NC1=C(C#N)C=C(C(=C1Br)F)Br